COC1=NC=CC(=C1)C1=C(C=2CCC2C=C1)NC(=O)N=[S@@](=O)(N)C=1C=NN2C1O[C@@H](C2)C (S,2R)-N'-((3-(2-methoxypyridin-4-yl)bicyclo[4.2.0]octa-1(6),2,4-trien-2-yl)carbamoyl)-2-methyl-2,3-dihydropyrazolo[5,1-b]oxazole-7-sulfonimidamide